CC1(C2=CC=CC=C2C=2C=CC(=CC12)NC=1C=CC2=C(OC3=C2C=CC=C3)C1)C N-(9,9-dimethyl-9H-fluoren-2-yl)dibenzo[b,d]furan-3-amine